1-(benzyloxy)-4-isothiocyanatobenzene C(C1=CC=CC=C1)OC1=CC=C(C=C1)N=C=S